(2S)-3-[3-(2,2'-Dioxo-1',2'-dihydro-3,3'-spirobi[indol]-1(2H)-yl)phenyl]-2-[(3R)-pyrrolidin-3-yl]propanoic acid hydrochloride Cl.O=C1N(C2=CC=CC=C2C12C(NC1=CC=CC=C12)=O)C=1C=C(C=CC1)C[C@H](C(=O)O)[C@@H]1CNCC1